COC(=O)C1CN(CC1)C(=O)OC(C)(C)C Pyrrolidine-1,3-dicarboxylic acid 1-tert-butyl 3-methyl ester